N-(2-chloro-4-(trifluoromethyl)phenyl)-2-(6-ethyl-7-(4-(5-hydroxy-6-methylpyrimidine-4-carbonyl)piperazin-1-yl)-8-oxo-2-(2-oxopyrrolidin-1-yl)pyrido[2,3-b]pyrazin-5(8H)-yl)acetamide ClC1=C(C=CC(=C1)C(F)(F)F)NC(CN1C(=C(C(C=2C1=NC=C(N2)N2C(CCC2)=O)=O)N2CCN(CC2)C(=O)C2=NC=NC(=C2O)C)CC)=O